6-hydroxy-N-(4-(methylthio)phenyl)-2-naphthamide OC=1C=C2C=CC(=CC2=CC1)C(=O)NC1=CC=C(C=C1)SC